C1=CC=CC=2C3=CC=CC=C3C(C12)COC(=O)N[C@H](CNCC(OCC(Br)(Br)Br)=O)COCCOCCOC(C)(C)C (R)-2-((((9H-fluoren-9-yl)methoxy)carbonyl)amino)-3-(2-(2-(tert-butoxy)ethoxy)ethoxy)-N-(2-oxo-2-(2,2,2-tribromoethoxy)ethyl)propan-1-amine